7-chloro-10-(3-(4-chloro-3,5-dimethylphenoxy)propyl)-6-(4,6-dimethylpyrimidin-5-yl)-4-methyl-1-oxo-3,4-dihydropyrazino[1,2-a]indol-2(1H)-yl-4-methoxy-1H-indole-2-carboxylate ClC=1C=CC=2C(=C3N(C2C1C=1C(=NC=NC1C)C)C(CN(C3=O)N3C(=CC1=C(C=CC=C31)OC)C(=O)[O-])C)CCCOC3=CC(=C(C(=C3)C)Cl)C